1-((tert-butyldimethylsilyl)oxy)-3-methylbutan-2-one [Si](C)(C)(C(C)(C)C)OCC(C(C)C)=O